[Br-].C(C1=CC=CC=C1)C1=NC=CN1CCCC benzyl-3-butyl-imidazole bromide